OCC[N+](C)(C)C.C(=O)(O)C(O)C(O)C(=O)[O-] hydrogen tartrate choline salt